N-ethyl-5-chloroisatin C(C)N1C(=O)C(=O)C2=CC(=CC=C12)Cl